FC(CN1CCN(CC1)C1=CC2=C(C[C@@](O2)(C)C(C)(C)O)C=C1NC(=O)C=1C=NN2C1N=CC=C2)F (S)-N-(6-(4-(2,2-difluoroethyl)piperazin-1-yl)-2-(2-hydroxypropan-2-yl)-2-methyl-2,3-dihydrobenzofuran-5-yl)pyrazolo[1,5-a]pyrimidine-3-carboxamide